2-(furan-3-yl)-6-methyl-N-(3-(2-methyl-4'-(trifluoromethoxy)-[1,1'-biphenyl]-4-yl)propyl)thieno[2,3-d]pyrimidin-4-amine O1C=C(C=C1)C=1N=C(C2=C(N1)SC(=C2)C)NCCCC2=CC(=C(C=C2)C2=CC=C(C=C2)OC(F)(F)F)C